FC1(CCN(CC1)C(=O)C=1C=C2C(=NC1)N(N=N2)C2=CC=C(C(=O)O)C=C2)F 4-(6-(4,4-difluoropiperidine-1-carbonyl)-3H-[1,2,3]triazolo[4,5-b]pyridin-3-yl)benzoic acid